C(C1=CC=CC=C1)N1CC=2C(N(C3=NCCN3C2CC1)CC1=C(C=CC=C1)C)=O 11-benzyl-7-[(2-methylphenyl)methyl]-2,5,7,11-tetraazatricyclo[7.4.0.02,6]tridec-1(9),5-dien-8-one